N-{2-[4-(4-aminopiperidin-1-yl)-3-(3,5-difluorophenyl)quinolin-6-yl]-4,6-difluorophenyl}methanesulfonamide NC1CCN(CC1)C1=C(C=NC2=CC=C(C=C12)C1=C(C(=CC(=C1)F)F)NS(=O)(=O)C)C1=CC(=CC(=C1)F)F